(S)-2-(2-chloro-6-fluorobenzamido)-3-(4-(6-(dimethylamino)-3-methyl-2-oxo-2,3-dihydro-1H-benzo[d]imidazol-1-yl)phenyl)propanoic acid methyl ester COC([C@H](CC1=CC=C(C=C1)N1C(N(C2=C1C=C(C=C2)N(C)C)C)=O)NC(C2=C(C=CC=C2F)Cl)=O)=O